3-(5-((7-(((1s,3s)-adamantan-1-yl)amino)heptyl)thio)-2-methyl-4-oxoquinazoline-3(4H)-yl)piperidine-2,6-dione C12(CC3CC(CC(C1)C3)C2)NCCCCCCCSC2=C3C(N(C(=NC3=CC=C2)C)C2C(NC(CC2)=O)=O)=O